C(CCCCC(C)C)[Zr] isooctyl-zirconium